(2r,3r,4r,5s)-3,4,5-tris(benzyloxy)-2-((benzyloxy)methyl)-1-(2-phenylpropyl)piperidine C(C1=CC=CC=C1)O[C@@H]1[C@H](N(C[C@@H]([C@H]1OCC1=CC=CC=C1)OCC1=CC=CC=C1)CC(C)C1=CC=CC=C1)COCC1=CC=CC=C1